tert-butyl 2-(2-(1H-indol-1-yl)acetamido)-3-cyano-4,7-dihydrothieno[2,3-c]pyridine-6(5H)-carboxylate N1(C=CC2=CC=CC=C12)CC(=O)NC1=C(C2=C(CN(CC2)C(=O)OC(C)(C)C)S1)C#N